C[C@@H]1CN(S(N(C1)C1=C(C=C(C=C1Cl)Cl)Cl)(=O)=O)CC(=O)NC1C2CC3(CC(CC1C3)C2)C(=O)N 4-(2-((R)-4-methyl-1,1-dioxido-6-(2,4,6-trichlorophenyl)-1,2,6-thiadiazinane-2-yl)acetamido)adamantane-1-carboxamide